3-(1-(2-(methylsulfonyl)ethyl)-1H-indol-5-yl)-1,5,6,7,8,9-hexahydro-2H-cyclohepta[4,5]thieno[2,3-d]pyrimidine-2,4(3H)-dione CS(=O)(=O)CCN1C=CC2=CC(=CC=C12)N1C(NC2=C(C1=O)C1=C(S2)CCCCC1)=O